C(C)(C)(C)NC(=O)C=1C=CC=C2C(=NNC12)[2H] N-(tert-butyl)-1H-indazole-3-d-7-carboxamide